CC1(CCN(CC1)CC=1N=NN(C1)[C@H](C(=O)N1[C@@H](C[C@H](C1)O)C(=O)NC)C(C)(C)C)C (2S,4R)-1-[(2S)-2-[4-[(4,4-dimethyl-1-piperidyl)methyl]triazol-1-yl]-3,3-dimethyl-butanoyl]-4-hydroxy-N-methyl-pyrrolidine-2-carboxamide